2-(4-iodo-2-methyl-pyrazol-3-yl)benzonitrile IC1=C(N(N=C1)C)C1=C(C#N)C=CC=C1